2-(2-fluoro-5-((R or S)-1-(((R)-phenyl((R)-1,2,3,4-tetrahydropyrido[2,3-b]pyrazin-3-yl)methyl)amino)propan-2-yl)phenyl)acetic acid FC1=C(C=C(C=C1)[C@H](CN[C@@H]([C@H]1CNC2=C(N1)N=CC=C2)C2=CC=CC=C2)C)CC(=O)O |o1:7|